2,7-Dichloro-4-(1-(ethoxymethyl)-3,8-diazabicyclo[3.2.1]oct-3-yl)-8-fluoropyrido[4,3-d]pyrimidine ClC=1N=C(C2=C(N1)C(=C(N=C2)Cl)F)N2CC1(CCC(C2)N1)COCC